(M)-6-fluoro-7-(2-fluoro-6-hydroxyphenyl)-1-(4-methyl-2-(2-propanyl)-3-pyridinyl)-4-((1S,5S)-3-(2-propenoyl)-3,6-diazabicyclo[3.2.0]heptan-6-yl)pyrido[2,3-d]pyrimidin-2(1H)-one FC1=CC2=C(N(C(N=C2N2[C@@H]3CN(C[C@@H]3C2)C(C=C)=O)=O)C=2C(=NC=CC2C)C(C)C)N=C1C1=C(C=CC=C1O)F